ethyl 4-amino-3-fluoro-5-((2-methoxyethyl)amino)benzoate NC1=C(C=C(C(=O)OCC)C=C1NCCOC)F